4,5-dibromo-1-cyclopropyl-2-phenyl-1H-imidazole BrC=1N=C(N(C1Br)C1CC1)C1=CC=CC=C1